C1(CC1)C=1C=CC=2N(C1)C=C(N2)CN2N=NC(=C2)CN (1-((6-cyclopropylimidazo[1,2-a]pyridin-2-yl)methyl)-1H-1,2,3-triazol-4-yl)methanamine